NC1=CC=C(C=C1)C#CC(C(C)(O)C)=C 5-(4-aminophenyl)-2-methyl-3-methylenepent-4-yn-2-ol